ClC=1C=C(C=CC1F)NC1=NC=NC2=CC(=C(C=C12)NCC1=C(C=CC=C1)N1C(NC(CC1)=O)=O)O[C@@H]1COCC1 (S)-1-(2-(((4-((3-chloro-4-fluorophenyl)amino)-7-((tetrahydrofuran-3-yl)oxy)quinazolin-6-yl)amino)methyl)phenyl)dihydropyrimidine-2,4(1H,3H)-dione